1,1-diphenylhomoallylamine C1(=CC=CC=C1)C(CC=C)(C1=CC=CC=C1)N